[2-[(2R,3R)-2-(2-Chloro-3-methyl-phenyl)pyrrolidin-3-yl]oxy-1,1-dimethyl-ethyl] acetate C(C)(=O)OC(CO[C@H]1[C@H](NCC1)C1=C(C(=CC=C1)C)Cl)(C)C